C(C1=CC=CC=C1)C=1NC(=NN1)C(=O)NC1C(N(C=2N(N=C3C=CC=CC23)CC1)C)=O 5-benzyl-N-(1-methyl-2-oxo-2,3,4,5-tetrahydro-1H-[1,3]diazepino[1,2-b]indazol-3-yl)-4H-1,2,4-triazole-3-carboxamide